N=1N=CCC2CCCCC12 4,4a,5,6,7,8-hexahydrocinnolin